6-(4-(4-isopropylpiperazin-1-yl)phenyl)-1-methyl-2-(4-(methylsulfonyl)phenyl)-4-nitro-1H-benzo[d]imidazole C(C)(C)N1CCN(CC1)C1=CC=C(C=C1)C=1C=C(C2=C(N(C(=N2)C2=CC=C(C=C2)S(=O)(=O)C)C)C1)[N+](=O)[O-]